C1(CCCCC1)NC([C@@H](CN)N)=O |r| N-(cyclohexyl)-DL-2,3-diaminopropionamide